methyl 3-[3-[1-[10-[(4,6-difluoro-1H-indol-5-yl)oxy]-5,6-dihydro-[1,2,4]triazolo[1,5-d][1,4]benzoxazepin-2-yl]ethyl]-2-fluoro-phenyl]propanoate FC1=C2C=CNC2=CC(=C1OC=1C=CC2=C(C=3N(CCO2)N=C(N3)C(C)C=3C(=C(C=CC3)CCC(=O)OC)F)C1)F